tert-Butyl (3-(2-ethynyl-N-(1-(4-fluorophenyl)-2-oxopyrrolidin-3-yl)thiazole-4-carboxamido)-5-methoxyphenyl)carbamate C(#C)C=1SC=C(N1)C(=O)N(C1C(N(CC1)C1=CC=C(C=C1)F)=O)C=1C=C(C=C(C1)OC)NC(OC(C)(C)C)=O